3'-O-tertbutyldiphenylsilylthymidine C(C)(C)(C)[Si](O[C@H]1C[C@@H](O[C@@H]1CO)N1C(=O)NC(=O)C(C)=C1)(C1=CC=CC=C1)C1=CC=CC=C1